C1(=CC(=CC=C1)C1=NC(=NC(=N1)Cl)C1=CC2=CC=CC=C2C=C1)C1=CC=CC=C1 2-([1,1'-biphenyl]-3-yl)-4-chloro-6-(naphthalen-2-yl)-1,3,5-triazine